C(CCCCCCCCC)N1CC=CC=C1 1-N-decyl-pyridine